S1C(=NC2=C1C=CC=C2)C2CCN(CC2)C2=C(C(N(C1=CC=C(C=C21)C2CC2)C)=O)C#N 4-[4-(1,3-benzothiazol-2-yl)piperidin-1-yl]-6-cyclopropyl-1-methyl-2-oxo-1,2-dihydroquinoline-3-carbonitrile